COC(=O)C=1N=C(SC1C1CCC1)Br.FC1=CC(=C(N)C=C1C(F)(F)F)OC(C)C 4-fluoro-2-isopropoxy-5-(trifluoromethyl)aniline methyl-2-bromo-5-cyclobutylthiazole-4-carboxylate